rac-tert-butyl ((1R,3R)-3-aminocyclopentyl)carbamate N[C@H]1C[C@@H](CC1)NC(OC(C)(C)C)=O |r|